Cl.FC=1C=C(C=C(C1)F)[C@H]1N(OCC1)C(=O)C1CCNCC1 ([3S]-3-(3,5-Difluorophenyl)isoxazolidin-2-yl)-(4-piperidyl)methanone HCl Salt